(5-fluoropyridin-2-yl)-5-hydroxy-N-(4-(2-hydroxyethyl)phenyl)-1H-pyrazole-3-carboxamide FC=1C=CC(=NC1)N1N=C(C=C1O)C(=O)NC1=CC=C(C=C1)CCO